C(CCCCCCCCCCC)N1C(CCC1)=O N-(n-dodecyl)pyrrolidone